3-(4-(3-((R)-1-(4-amino-3-methoxybenzoyl)piperidin-3-yl)prop-1-yn-1-yl)-1-oxoisoindolin-2-yl)piperidine-2,6-dione NC1=C(C=C(C(=O)N2C[C@H](CCC2)CC#CC2=C3CN(C(C3=CC=C2)=O)C2C(NC(CC2)=O)=O)C=C1)OC